C(#N)C(CCC(=O)O)(C)SC(=S)CCCCCCCCCCCC 4-cyano-4-[(dodecyl-thiocarbonyl)thio]pentanoic acid